N-[7-morpholino-5-[4-[[5-(2-morpholinoethoxy)pyrimidin-2-yl]amino]cyclohexoxy]-1,6-naphthyridin-3-yl]methanesulfonamide O1CCN(CC1)C1=NC(=C2C=C(C=NC2=C1)NS(=O)(=O)C)OC1CCC(CC1)NC1=NC=C(C=N1)OCCN1CCOCC1